potassium margarate C(CCCCCCCCCCCCCCCC)(=O)[O-].[K+]